OC[C@H](C1=CC(=CC=C1)C(F)(F)F)N1C(C=C(C=C1)C=1C=C2C(=NNC2=CC1)C=1C=NN(C1)C)=O (S)-1-(2-hydroxy-1-(3-(trifluoromethyl)phenyl)ethyl)-4-(3-(1-methyl-1H-pyrazol-4-yl)-1H-indazol-5-yl)pyridin-2(1H)-one